4-(3-chloro-2-fluoro-6-(4-(trifluoromethyl)-1H-1,2,3-triazol-1-yl)phenyl)-5-fluoro-2-methoxypyridine ClC=1C(=C(C(=CC1)N1N=NC(=C1)C(F)(F)F)C1=CC(=NC=C1F)OC)F